O=C1CCCN1CC=1C=NC=CC1 5-oxo-1-[(pyridin-3-yl)methyl]pyrrolidine